C1(CCCCC1)C(COCC)(COCCC)CCC(CC(C)C)(CC(C)C)Br 2-cyclohexyl-2-(3-bromo-3-isobutyl-5-methylhexyl)-1-ethoxy-3-propoxy-propane